FC=1C=C(C=CC1F)NC(C)C1=CC(=CN2C1=NC(=CC2=O)N2CCOCC2)C(=O)N2C[C@@H](CC2)N(C)C 9-(1-((3,4-difluorophenyl)amino)ethyl)-7-((R)-3-(dimethylamino)pyrrolidine-1-carbonyl)-2-morpholino-4H-pyrido[1,2-a]pyrimidin-4-one